(2,3-dimethyl-1H-pyrrolo[2,3-b]pyridin-5-yl)boric acid CC1=C(C=2C(=NC=C(C2)OB(O)O)N1)C